4-(2-(Pyridin-4-ylmethoxy)ethyl)piperidine-1-carboxylate N1=CC=C(C=C1)COCCC1CCN(CC1)C(=O)[O-]